6-[2-(4-fluorophenyl)ethyl]-4-[5-(hydroxymethyl)thiophen-2-yl]-5-(5-methyl-1,3,4-oxadiazol-2-yl)-2-(2-methylpropyl)pyridine-3-carboxamide FC1=CC=C(C=C1)CCC1=C(C(=C(C(=N1)CC(C)C)C(=O)N)C=1SC(=CC1)CO)C=1OC(=NN1)C